N[C@H](CO)C1=CC(=C(C=C1)Cl)F (S)-2-amino-2-(3-fluoro-4-chlorophenyl)ethan-1-ol